2-(4-((6-(1H-1,2,3-triazol-1-yl)pyridin-3-yl)oxy)phenyl)propane N1(N=NC=C1)C1=CC=C(C=N1)OC1=CC=C(C=C1)C(C)C